Cl.C(CCCCCC)C1OC2=CC(=CC=C2C(C1)NCC1=CC=C(C=C1)Cl)OC 2-heptyl-4-(4-chlorobenzylamino)-7-methoxychroman hydrochloride Salt